5-hydroxy-1,3-dimethylhydantoin OC1C(N(C(N1C)=O)C)=O